CN1CCN(C(C2=C1C=CC=C2)=O)CC2=CC=C(C=C2)O[C@@H](CCNC)C=2SC=CC2 (S)-1-methyl-4-(4-(3-(methylamino)-1-(thiophen-2-yl)propoxy)benzyl)-1,2,3,4-tetrahydro-5H-benzo[e][1,4]diazepin-5-one